O=C1NC(CCC1N1C(C2=CC=C(C=C2C1=O)N1CCN(CC1)CC12CC(C1)(C2)CN2CCNCC2)=O)=O 2-(2,6-dioxo-3-piperidinyl)-5-[4-[[3-(piperazin-1-ylmethyl)-1-bicyclo[1.1.1]pentyl]methyl]piperazin-1-yl]isoindoline-1,3-dione